2-(4-methylpiperazin-1-yl)-1,3-oxazole-4-carbonitrile CN1CCN(CC1)C=1OC=C(N1)C#N